Dichloro-5,12-diethyl-1,5,8,12-tetraazabicyclo[6.6.2]hexadecane Manganese(II) [Mn+2].ClC1(N2CCN(CCCN(CCN(CC1)CC)CC2)CC)Cl